2-chloro-pyrimidine-4-carboxylic acid ethyl ester C(C)OC(=O)C1=NC(=NC=C1)Cl